(R)-4-fluoro-N-((1-(4-(hydroxyamino)-1-(1-methyl-1H-indol-5-yl)-4-oxobutan-2-yl)-1H-1,2,3-triazol-4-yl)methyl)benzamide FC1=CC=C(C(=O)NCC=2N=NN(C2)[C@H](CC=2C=C3C=CN(C3=CC2)C)CC(=O)NO)C=C1